4-chloro-7-isopropyl-pyrrolo[2,3-d]pyrimidine ClC=1C2=C(N=CN1)N(C=C2)C(C)C